1-fluoro-1-(pentafluoroethoxy)ethylene FC(=C)OC(C(F)(F)F)(F)F